4-[(3S)-3-amino-3-methylpyrrolidin-1-yl]-5-(3,5-difluorophenyl)-N-[(2R)-1,1,1-trifluoropropan-2-yl]pyridine-3-carboxamide N[C@@]1(CN(CC1)C1=C(C=NC=C1C1=CC(=CC(=C1)F)F)C(=O)N[C@@H](C(F)(F)F)C)C